isopropyl 2-[3-[3-fluoro-4-[2-oxo-2-[3-[[[(2S,3R,4R,5R)-2,3,4,5,6-pentahydroxyhexyl]amino]methyl] azetidin-1-yl]ethyl]phenoxy]propyl]-6-azaspiro[2.5]octane-6-carboxylate FC=1C=C(OCCCC2CC23CCN(CC3)C(=O)OC(C)C)C=CC1CC(N1CC(C1)CNC[C@@H]([C@H]([C@@H]([C@@H](CO)O)O)O)O)=O